NCC1=CC(=C(C(=C1)C)NC(=O)C1=CC2=C(OCCC3=C2SC=C3)C=C1C=1C(=NC(=CC1)C(NC1CC(C1)(F)F)=O)C(=O)OC)C methyl 3-(9-((4-(aminomethyl)-2,6-dimethylphenyl)carbamoyl)-4,5-dihydrobenzo[b]thieno[2,3-d]oxepin-8-yl)-6-((3,3-difluorocyclobutyl)carbamoyl)picolinate